2-(4-(4-((S)-2-(3-Chloro-4-cyanophenyl)-3-meth-yl-2,8-diazaspiro[4.5]decan-8-yl)benzoyl)-piperazin-1-yl)-N-(3-((2,6-dioxopiperidin-3-yl)amino)phenyl)acetamide ClC=1C=C(C=CC1C#N)N1CC2(C[C@@H]1C)CCN(CC2)C2=CC=C(C(=O)N1CCN(CC1)CC(=O)NC1=CC(=CC=C1)NC1C(NC(CC1)=O)=O)C=C2